CN1C=C(C=C1B1OC(C(O1)(C)C)(C)C)C(=O)OC methyl 1-methyl-5-(4,4,5,5-tetramethyl-1,3,2-dioxaborolan-2-yl)pyrrole-3-carboxylate